2-methylthiazole-4-Formic acid CC=1SC=C(N1)C(=O)O